C1(CCCCCCCCCCCCCC1)CC(=O)O 2-Cyclopentadecylacetic acid